FC(C)(F)C1=NC(=CC(=N1)NC1=CC(=NC=C1OCC)NC(C)=O)OC1CC(C1)(C)O N-(4-((2-(1,1-difluoroethyl)-6-(3-hydroxy-3-methylcyclobutoxy)pyrimidin-4-yl)amino)-5-ethoxypyridin-2-yl)acetamide